4-{2-[4-(6-bromoquinolin-2-yl)phenoxy]ethyl}-1-ethylpiperazin-2-one BrC=1C=C2C=CC(=NC2=CC1)C1=CC=C(OCCN2CC(N(CC2)CC)=O)C=C1